ClC1=CC=C(C(=N1)C(=O)O)N[C@H](CC)C=1C=2N=C3C(=NC2C=C(C1)F)OC[C@H]1N3CCOC1 6-chloro-3-(((R)-1-((S)-9-fluoro-1,2,4a,5-tetrahydro-4H-[1,4]oxazino[4',3':4,5][1,4]oxazino[2,3-b]quinoxalin-11-yl)propyl)amino)picolinic acid